3-bromo-N-(4-methoxyphenyl)pyridine-4-carboxamide BrC=1C=NC=CC1C(=O)NC1=CC=C(C=C1)OC